Cl.ClC=1N=CC(=NC1)CN (5-chloropyrazin-2-yl)methylamine hydrochloride